C(C)(=O)N1C2=C(C=3C=CC(=CC13)Cl)OC(CC2C2=C(C=CC=C2)OC)=O 5-acetyl-7-chloro-4-(2-methoxyphenyl)-4,5-dihydropyrano[3,2-b]indol-2(3H)-one